FC(C1=NN=C(O1)C=1C=CC(=NC1)CN(C(=O)C1(CN(C1)CCC)F)C1=CC(=CC=C1)F)F N-((5-(5-(difluoromethyl)-1,3,4-oxadiazol-2-yl)pyridin-2-yl)methyl)-3-fluoro-N-(3-fluorophenyl)-1-propylazetidine-3-carboxamide